4-[6-fluoro-1-(4-fluoro-3-methoxy-phenyl)-4-hydroxy-2-(3-hydroxy-1-methyl-cyclobutyl)indol-3-yl]-2-methoxy-benzoic acid FC1=CC(=C2C(=C(N(C2=C1)C1=CC(=C(C=C1)F)OC)C1(CC(C1)O)C)C1=CC(=C(C(=O)O)C=C1)OC)O